Allyl-(cyclopentadienyl)palladium(II) C(C=C)[Pd]C1C=CC=C1